FC1=CC=C(CN2C=NC3=C2C=C(C=C3NS(=O)(=O)C)C3=CN(C2=C(N=CC=C23)O)C)C=C1 N-(1-(4-fluorobenzyl)-6-(7-hydroxy-1-methyl-1H-pyrrolo[2,3-c]pyridin-3-yl)-1H-benzo[d]imidazol-4-yl)methanesulfonamide